O[C@@H]([C@@H](C(=O)C1C(OC[C@@H]1C(C)C)=O)C)C(CCCCC)=C (4R)-3-((2S,3S)-3-hydroxy-2-methyl-4-methylenenonanoyl)-4-isopropyldihydrofuran-2(3H)-one